N1=CC=CC=2CN(CCC12)C1=C(C=C(C=N1)C(=O)NCC1=CC=NO1)C 6-(7,8-dihydro-5H-1,6-naphthyridin-6-yl)-N-(isoxazol-5-ylmethyl)-5-methyl-pyridine-3-carboxamide